1,1'-(1,5-pentanediyl)bis(4-aza-1-azoniabicyclo[2.2.2]octane) C(CCCC[N+]12CCN(CC1)CC2)[N+]21CCN(CC2)CC1